4-FLUORO-2-(METHYLTHIO)PHENYLBORONIC ACID FC1=CC(=C(C=C1)B(O)O)SC